10-((oxetan-3-ylmethyl)amino)nonadecanedioic acid bis(3-pentyloxy) ester CCC(CC)OOC(CCCCCCCCC(CCCCCCCCC(=O)OOC(CC)CC)NCC1COC1)=O